Sodium bis(2-methoxyethoxy)aluminum COCCO[Al]OCCOC.[Na]